3-chloro-N-((1R,3s,5S)-1,5-dimethyl-8-azabicyclo[3.2.1]oct-3-yl)-N-methyl-4-((1R,2R)-2-(2-methylquinazolin-4-yl)cyclopropyl)benzamide ClC=1C=C(C(=O)N(C)C2C[C@]3(CC[C@@](C2)(N3)C)C)C=CC1[C@H]1[C@@H](C1)C1=NC(=NC3=CC=CC=C13)C